(3-chlorophenyl)-(6,7-dimethoxy-3,4-dihydro-1H-isoquinolin-2-yl)methanone ClC=1C=C(C=CC1)C(=O)N1CC2=CC(=C(C=C2CC1)OC)OC